FC=1C(=CC(=NC1)NC1=CC(=C(N=N1)C(=O)NC([2H])([2H])[2H])NC1=NC=CC=C1S(=O)(=O)C)C(C)(C)O 6-{[5-fluoro-4-(2-hydroxypropan-2-yl)pyridin-2-yl]amino}-4-[(3-methanesulfonylpyridin-2-yl)amino]-N-(2H3)methylpyridazine-3-carboxamide